ClC=1C=2N(C=CC1SC1=CN=C(N(C1=O)C)N1CCC3(CCC[C@H]3N[S@](=O)C(C)(C)C)CC1)N=CC2 (R)-N-((R)-8-(5-((4-chloropyrazolo[1,5-a]pyridin-5-yl)thio)-1-methyl-6-oxo-1,6-dihydropyrimidin-2-yl)-8-azaspiro[4.5]decan-1-yl)-2-methylpropane-2-sulfinamide